O=C1NC2=C(N=C1)N=CC=C2 oxopyrido[2,3-b]pyrazin